CC1=CSC2=C1N=CN=C2N[C@H](CN2CCN(CC2)S(=O)(=O)C=2SC(=CC2)C2=NC=CC=C2)C 7-methyl-N-[(2S)-1-(4-{[5-(pyridin-2-yl)thiophen-2-yl]sulfonyl}piperazin-1-yl)propan-2-yl]thieno[3,2-d]pyrimidin-4-amine